2-(6-Chloro-benzothiazol-2-ylamino)-1-methyl-1H-benzoimidazole-5-carboxylic acid [4-(4-methyl-piperazin-1-yl)-4-oxo-butyl]-amide CN1CCN(CC1)C(CCCNC(=O)C1=CC2=C(N(C(=N2)NC=2SC3=C(N2)C=CC(=C3)Cl)C)C=C1)=O